3-(2-amino-9-(4-amino-2,6-difluorobenzyl)-9H-purin-6-yl)-benzonitrile NC1=NC(=C2N=CN(C2=N1)CC1=C(C=C(C=C1F)N)F)C=1C=C(C#N)C=CC1